(E)-3-methyl-4-(2,6,6-trimethyl-2-cyclohexen-1-yl)-3-buten-2-one C/C(/C(C)=O)=C\C1C(=CCCC1(C)C)C